[O-]P([O-])(=O)OP(=O)([O-])[O-].[NH4+].[NH4+].[NH4+].[NH4+] ammonium pyrophosphate salt